(S)-2-(4-(3'-amino-[1,1'-biphenyl]-4-yl)-2,3,9-trimethyl-6H-thieno[3,2-f][1,2,4]triazolo[4,3-a][1,4]diazepin-6-yl)acetamide NC=1C=C(C=CC1)C1=CC=C(C=C1)C1=N[C@H](C=2N(C3=C1C(=C(S3)C)C)C(=NN2)C)CC(=O)N